tert-butyl (((2S,4S)-4-(6-carbamoyl-2-fluoro-3-methoxyphenyl)-5-chloro-6-fluoro-2-phenyl-2,3-dihydrobenzofuran-2-yl)methyl)(methyl)carbamate C(N)(=O)C1=CC=C(C(=C1C1=C(C(=CC2=C1C[C@](O2)(C2=CC=CC=C2)CN(C(OC(C)(C)C)=O)C)F)Cl)F)OC